(5-(4-fluoro-2-(4-isopropylpyrimidin-5-yl)phenoxy)pyrimidin-4-yl)-5-oxa-2-azaspiro[3.4]octan-7-one FC1=CC(=C(OC=2C(=NC=NC2)C2NCC23OCC(C3)=O)C=C1)C=1C(=NC=NC1)C(C)C